FC(C(C1=NC=CC=C1)OS(=O)(=O)C(F)(F)F)(F)F.C(C)(C)(C)C=1C=C(C=C(C1)C(C)(C)C)[SiH](C)C 3,5-Di(t-butyl)phenyldimethylsilane [2,2,2-trifluoro-1-(2-pyridyl)ethyl]trifluoromethanesulfonate